methylphenyldiphenylsulfonium tris(perfluoroethylsulfonyl)methide [C-](S(=O)(=O)C(F)(F)C(F)(F)F)(S(=O)(=O)C(F)(F)C(F)(F)F)S(=O)(=O)C(F)(F)C(F)(F)F.CC1=C(C=CC=C1)[S+](C1=CC=CC=C1)C1=CC=CC=C1